4-methyl-cyclohexanecarboxamide CC1CCC(CC1)C(=O)N